BrC=1C=C(C=C(C1O)Br)C(=O)C1=C(N=C2N1C(C(C(C2[2H])[2H])([2H])[2H])[2H])CC (3,5-dibromo-4-hydroxyphenyl)(5,6,6,7,8-pentadeuterio-2-ethyl-5,6,7,8-tetrahydroimidazo[1,2-a]pyridin-3-yl)-methanone